tert-butyl 4-[3-[4-[[4-[[(7R)-8-cyclopentyl-7-ethyl-5-methyl-6-oxo-7H-pteridin-2-yl]amino]-3-methoxy-benzoyl]amino]butoxy]propoxy]piperidine-1-carboxylate C1(CCCC1)N1[C@@H](C(N(C=2C=NC(=NC12)NC1=C(C=C(C(=O)NCCCCOCCCOC2CCN(CC2)C(=O)OC(C)(C)C)C=C1)OC)C)=O)CC